Cl.NC\C=C(\CN1C=NC2=C1C=C(C=C2C2=CC(=CC=C2)S(N(C)C)(=O)=O)C(=O)OC)/F Methyl (Z)-1-(4-amino-2-fluorobut-2-en-1-yl)-4-(3-(N,N-dimethylsulfamoyl)phenyl)-1H-Benzo[d]imidazole-6-carboxylate hydrochloride